C(C)OC(CCN)OCC 3,3-diethoxypropan-1-amine